Tert-butyl 4-(dimethylamino)-6-(2,4-dioxotetrahydropyrimidin-1(2H)-yl)-1H-indole-1-carboxylate CN(C1=C2C=CN(C2=CC(=C1)N1C(NC(CC1)=O)=O)C(=O)OC(C)(C)C)C